CC=1C=C2C(=NNC2=CC1)C=O 5-METHYL-1H-INDAZOLE-3-CARBALDEHYDE